2-[2-[2-(5-methyl-1,3-dioxo-isoindolin-2-yl)ethylamino]-2-oxo-ethyl]sulfanylacetic Acid CC=1C=C2C(N(C(C2=CC1)=O)CCNC(CSCC(=O)O)=O)=O